CCCCCC(CCCC(CCCCCCCC)O)O octadecane-6,10-diol